6-(4-((2-(2,6-dimethylmorpholino)-5-oxo-5,6-dihydropyrimido[4,5-d]pyridazin-4-yl)amino)phenyl)-6-azaspiro[2.5]octane-1-carboxylic acid CC1OC(CN(C1)C=1N=C(C2=C(C=NNC2=O)N1)NC1=CC=C(C=C1)N1CCC2(CC2C(=O)O)CC1)C